(3-bromo-6,7-dihydro-5H-cyclopenta[b]pyridin-7-yl)oxy-tert-butyl-dimethyl-silane BrC=1C=C2C(=NC1)C(CC2)O[Si](C)(C)C(C)(C)C